ClC=1C(=NC=CC1)N1N=C(C=C1C(=O)NC=1C(=CC=2N(C1C(=O)NOC)N=CC2)C)C(F)(F)F 6-(1-(3-Chloropyridin-2-yl)-3-(trifluoromethyl)-1H-pyrazol-5-carboxamido)-N-methoxy-5-methylpyrazolo[1,5-a]pyridin-7-carboxamid